3-[2,3-bis(3-sulfanylpropoxy)propoxy]propan-1-thiol SCCCOC(COCCCS)COCCCS